1-decyl-2,3-dimethylimidazole bis(trifluoromethanesulfonyl)imide salt [N-](S(=O)(=O)C(F)(F)F)S(=O)(=O)C(F)(F)F.C(CCCCCCCCC)N1C(N(C=C1)C)C